9-((4-((1R,4R)-4-(4-(((R)-1-(2-fluoro-3-(trifluoromethyl)phenyl)ethyl)amino)-7-Methoxy-2-methylquinazolin-6-yl)cyclohexane-1-carbonyl)piperazin-1-yl)methyl)-3-azaspiro[5.5]undecan FC1=C(C=CC=C1C(F)(F)F)[C@@H](C)NC1=NC(=NC2=CC(=C(C=C12)C1CCC(CC1)C(=O)N1CCN(CC1)CC1CCC2(CCNCC2)CC1)OC)C